F[P-](F)(F)(F)(F)F.F[P-](F)(F)(F)(F)F.[Ir+2].OC1=C(C(=CC(=C1)C(F)(F)F)C)C1=CC=C(N=N1)N[C@@H]1CCC(NC1)=O (R)-5-((6-(2-hydroxy-6-methyl-4-(trifluoromethyl)phenyl)pyridazin-3-yl)amino)piperidin-2-one Iridium bis(hexafluorophosphate) salt